1,1-divinyl-1-silacyclopentane C(=C)[Si]1(CCCC1)C=C